3-Acetamido-5-(2-hydroxyethyl)indole-1-carboxylic acid tert-butyl ester C(C)(C)(C)OC(=O)N1C=C(C2=CC(=CC=C12)CCO)NC(C)=O